C#CC#CC#CC hept-1,3,5-triyne